2-(6-{5-chloro-2-[(oxan-4-yl)amino]pyrimidin-4-yl}-1-oxo-2,3-dihydro-1H-isoindol-2-yl)-N-{1-[4-(1H-pyrazol-1-yl)phenyl]ethyl}acetamide ClC=1C(=NC(=NC1)NC1CCOCC1)C1=CC=C2CN(C(C2=C1)=O)CC(=O)NC(C)C1=CC=C(C=C1)N1N=CC=C1